12-(bis(4-fluorophenyl)methyl)-4-hydroxy-7,8,9,10-tetrahydro-3H-dipyridazino[1,2-a:1',6'-d][1,2,4]triazine-3,5(12H)-dione FC1=CC=C(C=C1)C(C1N2N(C(C=3N1N=CC(C3O)=O)=O)CCCC2)C2=CC=C(C=C2)F